4-(5-sec-butoxy-benzimidazol-1-yl)-aniline C(C)(CC)OC1=CC2=C(N(C=N2)C2=CC=C(N)C=C2)C=C1